1-(cinnamoyl-oxy)-4-methoxybenzene C(C=CC1=CC=CC=C1)(=O)OC1=CC=C(C=C1)OC